6-(bis(4-methoxybenzyl)amino)-4-chloropyridin-3-ol COC1=CC=C(CN(C2=CC(=C(C=N2)O)Cl)CC2=CC=C(C=C2)OC)C=C1